1-Ethyl-N-(4-((3-methoxy-4-(pentyloxy)phenyl)amino)benzyl)-5-oxopyrrolidine-3-carboxamide C(C)N1CC(CC1=O)C(=O)NCC1=CC=C(C=C1)NC1=CC(=C(C=C1)OCCCCC)OC